ClC1=NC2=NC=C(C=C2C=C1)OC 2-chloro-6-methoxy-1,8-naphthyridine